3-((4-(1-(3-((4-((4-(1-(2,2,2-trifluoroethyl)-1H-pyrazol-4-yl)-5-(trifluoro-methyl)pyrimidin-2-yl)amino)piperidin-1-yl)sulfonyl)benzyl)piperidin-4-yl)-phenyl)amino)piperidine-2,6-dione FC(CN1N=CC(=C1)C1=NC(=NC=C1C(F)(F)F)NC1CCN(CC1)S(=O)(=O)C=1C=C(CN2CCC(CC2)C2=CC=C(C=C2)NC2C(NC(CC2)=O)=O)C=CC1)(F)F